CN([C@H](C(=O)O)C)C (S)-2-(dimethylamino)-propionic acid